NC1=NC=NN2C1=CC=C2[C@H]2[C@@H]([C@@H]([C@@](O2)(C#N)COP(=O)(OC2=CC=CC=C2)N[C@@H](C)C(=O)O[C@H](C(=O)N)C)O)O (S)-1-amino-1-oxopropan-2-yl ((((2R,3S,4R,5S)-5-(4-aminopyrrolo[2,1-f][1,2,4]triazin-7-yl)-2-cyano-3,4-dihydroxytetrahydrofuran-2-yl)methoxy)(phenoxy) phosphoryl)-L-alaninate